(R)- or (S)-N-(1-(1-Cyclopropylethyl)-1H-pyrazol-4-yl)-2-(1H-pyrazol-4-yl)thiazole C1(CC1)C(C)N1N=CC(=C1)N1[C@H](SC=C1)C=1C=NNC1 |o1:11|